C1=CC=C(C=2OC3=C(C21)C=CC=C3)[Si](CC)(CC)CC Dibenzo[b,d]furan-4-yltriethylsilane